tert-butyl (2-((4-aminopyridin-2-yl)oxy)ethyl)carbamate NC1=CC(=NC=C1)OCCNC(OC(C)(C)C)=O